1-((7-isobutylbenzo[d]thiazol-2-yl)methyl)-3-nitropyridin-2(1H)-one C(C(C)C)C1=CC=CC=2N=C(SC21)CN2C(C(=CC=C2)[N+](=O)[O-])=O